C(C)N1C(C2=CC=CC=C2C(=N1)C(=O)N1CCN(CC1)C1=CC=C(C=2C=COC21)F)=O 2-ethyl-4-(4-(4-fluorobenzofuran-7-yl)piperazine-1-carbonyl)phthalazin-1(2H)-one